C(C)(C)(C)OC(=O)N1CCC2(N=CC=N2)CC1 1,4,8-triazaspiro[4.5]decane-1,3-diene-8-carboxylic acid tert-butyl ester